N-(4-cinnamamidobutyl)-4-hydroxybenzamide C(C=CC1=CC=CC=C1)(=O)NCCCCNC(C1=CC=C(C=C1)O)=O